BrC=1C(=NC(=NC1Cl)C)Cl 5-bromo-4,6-dichloro-2-methylpyrimidine